N-cyclopropyl-4-[7-[2-(diethylamino)ethoxy]imidazo[1,2-a]pyridin-3-yl]-2-(difluoromethoxy)-6-methoxy-benzamide C1(CC1)NC(C1=C(C=C(C=C1OC)C1=CN=C2N1C=CC(=C2)OCCN(CC)CC)OC(F)F)=O